Tert-butyl (2-(6-chloro-1-(methylamino)-2,7-naphthyridin-4-yl)propan-2-yl)carbamate ClC=1C=C2C(=CN=C(C2=CN1)NC)C(C)(C)NC(OC(C)(C)C)=O